The molecule is a limonoid that is the 15-acetyl derivative of trichagmalin E. It has been isolated from Trichilia connaroides. It has a role as a plant metabolite. It is a delta-lactone, an acetate ester, a bridged compound, a member of furans, a limonoid, an organic heteropentacyclic compound and a methyl ester. It derives from a tiglic acid and a trichagmalin E. C/C=C(\\C)/C(=O)O[C@H]1[C@]2(C[C@@]3([C@]1([C@H](C4=C5[C@H](C(=O)O[C@H]([C@@]5(CC[C@@H]4[C@@]3([C@H]2CC(=O)OC)C)C)C6=COC=C6)OC(=O)C)OC(=O)C)OC(=O)C)OC(=O)C)C